(5-((3-fluorophenyl)(hydroxy)methyl)thiazol-2-yl)-1-methyl-6-oxo-1,4,5,6-tetrahydropyridazine-3-carboxamide FC=1C=C(C=CC1)C(C1=CN=C(S1)C1C(=NN(C(C1)=O)C)C(=O)N)O